5-((2R,6S)-4-((2-bromothiazol-5-yl)methyl)-6-methylpiperazin-2-yl)-4-methylisobenzofuran-1(3H)-one BrC=1SC(=CN1)CN1C[C@H](N[C@H](C1)C)C=1C(=C2COC(C2=CC1)=O)C